C1(C=CC=C1)[WH2]C1C=CC=C1 bis(cyclopentadienyl)tungsten(IV) dihydride